allyloxy-hydroxypropyl-sulfonic acid C(C=C)OC(CCS(=O)(=O)O)O